2-(3-(2-(4-isopropyl-4H-1,2,4-triazol-3-yl)thiazol-5-yl)ureido)-6,7-dihydrothiazolo[5,4-c]pyridine-5(4H)-carboxylic acid tert-butyl ester C(C)(C)(C)OC(=O)N1CC2=C(CC1)N=C(S2)NC(=O)NC2=CN=C(S2)C2=NN=CN2C(C)C